(E)-N-(3-((3-(2-(pyridin-2-yl)vinyl)-1H-indazol-6-yl)thio)phenyl)propanamide N1=C(C=CC=C1)/C=C/C1=NNC2=CC(=CC=C12)SC=1C=C(C=CC1)NC(CC)=O